sodium 5-[[(2S)-2-(9H-fluoren-9-ylmethoxycarbonylamino)-5-ureido-pentanoyl] amino]-2-(hydroxymethyl)benzenesulfonate C1=CC=CC=2C3=CC=CC=C3C(C12)COC(=O)N[C@H](C(=O)NC=1C=CC(=C(C1)S(=O)(=O)[O-])CO)CCCNC(=O)N.[Na+]